C(#N)C=1N=C2C(=CC(N(C2=CC1)C)=O)N1[C@H](CN(CC1)C(=O)OC(C)(C)C)CC tert-butyl (S)-4-(6-cyano-1-methyl-2-oxo-1,2-dihydro-1,5-naphthyridin-4-yl)-3-ethylpiperazine-1-carboxylate